6-(5-cyanopyrazin-2-ylamino)-N-phenyl-4-(piperidin-3-ylmethylamino)pyridazine-3-carboxamide C(#N)C=1N=CC(=NC1)NC1=CC(=C(N=N1)C(=O)NC1=CC=CC=C1)NCC1CNCCC1